F[C@]1(CN(CC[C@@H]1O)C1=NC=CC(=N1)NC=1N=CC2=C(C=CC(=C2C1)C(C)C)N1[C@@H]([C@H](C1)CS(=O)(=O)C)C)C (3S,4S)-3-fluoro-1-[4-({8-[(2R,3S)-3-(methansulfonylmeth-yl)-2-methylazetidin-1-yl]-5-(propan-2-yl)isoquinolin-3-yl}amino)pyrimidin-2-yl]-3-methylpiperidin-4-ol